ClC1=C(C=CC(=C1NC=1C(=C2C(N(C=NC2=CC1)C)=O)C)F)NS(=O)(=O)N1CC(C1)(F)F N-(2-chloro-3-((3,5-dimethyl-4-oxo-3,4-dihydroquinazolin-6-yl)amino)-4-fluorophenyl)-3,3-difluoroazetidine-1-sulfonamide